[N+](=O)([O-])C1=C(C=CC=C1)CN1CCC(CC1)OC(C(=C)C)=O 2-nitrophenylmethyl-4-methacryloyloxypiperidine